COC(CCCC1=CC=NC=C1)OC 4-(4,4-dimethoxybutyl)pyridine